N[C@@H](CC=1C=C(C=CC1)O)C 3-[(2R)-2-aminopropyl]phenol